FC(C=1C(=NC=C(C1)F)C1(C=C(C(C(C1)(C)C)=O)C#N)OC)F 3-[3-(difluoromethyl)-5-fluoropyridin-2-yl]-3-methoxy-5,5-dimethyl-6-oxocyclohex-1-ene-1-carbonitrile